2-(8-methyl-4-{[(3R)-piperidin-3-yl]amino}-5,6,7,8-tetrahydrophthalazin-1-yl)-5-(trifluoromethyl)phenol formate C(=O)OC1=C(C=CC(=C1)C(F)(F)F)C1=NN=C(C=2CCCC(C12)C)N[C@H]1CNCCC1